(3R,5R)-5-(3-(1-methyl-3-((trifluoromethoxy) methyl)-1H-pyrazole-5-carboxamido)-1H-pyrazol-5-yl)tetrahydrofuran-3-yl bicyclo[1.1.1]pentan-1-ylcarbamate C12(CC(C1)C2)NC(O[C@H]2CO[C@H](C2)C2=CC(=NN2)NC(=O)C2=CC(=NN2C)COC(F)(F)F)=O